(1R,3S,5S)-N-[(3-fluoro-1H-indazol-5-yl)methyl]-8-[5-(5-fluoro-2-methoxypyridin-4-yl)-1H-pyrazole-3-carbonyl]-8-azabicyclo[3.2.1]octane-3-carboxamide FC1=NNC2=CC=C(C=C12)CNC(=O)C1C[C@H]2CC[C@@H](C1)N2C(=O)C2=NNC(=C2)C2=CC(=NC=C2F)OC